C(#N)C1=C(C(=CC=C1)F)C(C(=O)O)C 2-(2-cyano-6-fluorophenyl)propanoic acid